ClC1=C(C(=O)NC=2C=C3C=C(N(C3=CC2)C(C)C)C(=O)NC2=CC=C(C=C2)Cl)C=C(C=C1)CNC(C(C)C)=O 5-(2-chloro-5-(isobutyrylaminomethyl)benzoylamino)-N-(4-chlorophenyl)-1-isopropyl-1H-indole-2-carboxamide